FC=1C=C2C(=CNC2=CC1)C(=O)[C@@H]1N(CCC1)C(C)=O 1-[(2R)-2-(5-fluoro-1H-indol-3-carbonyl)pyrrolidin-1-yl]ethan-1-one